4-(4-methoxybenzyl)piperazine COC1=CC=C(CN2CCNCC2)C=C1